3-[[4-(4-fluoro-3-methyl-phenyl)-7-hydroxy-3-isopropyl-2-quinolyl]amino]propanoic acid FC1=C(C=C(C=C1)C1=C(C(=NC2=CC(=CC=C12)O)NCCC(=O)O)C(C)C)C